[(6Ar,10aR)-1-hydroxy-3,6,6,9-tetramethyl-6a,7,8,10a-tetrahydrobenzo[c]chromen-4-yl]methanediol OC1=C2[C@H]3[C@H](C(OC2=C(C(=C1)C)C(O)O)(C)C)CCC(=C3)C